Tert-butyl (S)-(1-oxo-1-(4-(2,2,2-trifluoroethyl)piperazin-1-yl)propan-2-yl)carbamate O=C([C@H](C)NC(OC(C)(C)C)=O)N1CCN(CC1)CC(F)(F)F